1-(5-tert-butyl-2H-pyrazol-3-yl)-3-(4-{5-[2-(2-{2-[2-(2,6-dioxo-piperidin-3-yl)-1,3-dioxo-2,3-dihydro-1H-isoindol-4-ylamino]ethoxy}ethoxy)ethoxy]-benzimidazol-1-yl}-phenyl)-urea C(C)(C)(C)C=1C=C(NN1)NC(=O)NC1=CC=C(C=C1)N1C=NC2=C1C=CC(=C2)OCCOCCOCCNC2=C1C(N(C(C1=CC=C2)=O)C2C(NC(CC2)=O)=O)=O